(S)-methyl 6-(3,5-dimethylisoxazol-4-yl)-3-methyl-4-(phenyl (tetrahydro-2H-pyran-4-yl) methyl)-4H-thieno[2',3':4,5]pyrrolo[3,2-b]pyridine-2-carboxylate CC1=NOC(=C1C=1C=C2C(=NC1)C1=C(N2[C@@H](C2CCOCC2)C2=CC=CC=C2)C(=C(S1)C(=O)OC)C)C